C(C)C(CNC1CC(CCC1)N)CC N-(2-ethylbutyl)cyclohexane-1,3-diamine